C(C=C)(=O)N1C[C@@H]2COC3=C(C(N2CC1)=O)C(=NC(=C3Cl)C3=C(C=CC=C3O)F)N3CCCC3 (6aR)-8-propenoyl-4-chloro-3-(2-fluoro-6-hydroxyphenyl)-1-(pyrrolidin-1-yl)-6,6a,7,8,9,10-hexahydro-12H-pyrazino[2,1-c]pyrido[3,4-f][1,4]oxazepin-12-one